FC(CO)(C(C(F)(F)F)(F)F)F 2,2,3,3,4,4,4-heptafluorobutan-1-ol